23-Nonacosenoic acid C(CCCCCCCCCCCCCCCCCCCCCC=CCCCCC)(=O)O